NC1=C(C(=O)N2CCC(CC2)C2=NC=NC3=CC(=CC=C23)N2CCN(CC2)CCCCCCCCCCC2=C3CN(C(C3=CC=C2)=O)C2C(NC(CC2)=O)=O)C=CC(=C1)OC(F)(F)F 3-(4-(10-(4-(4-(1-(2-amino-4-(trifluoromethoxy)benzoyl)piperidin-4-yl)quinazolin-7-yl)piperazin-1-yl)decyl)-1-oxoisoindolin-2-yl)piperidine-2,6-dione